O=C1N=C2C=C(C=CC2=C1)C(=O)[O-] 2-oxoindole-6-carboxylate